1-[(4-methoxyphenyl)methyl]-3-methyl-N-[7-methylimidazo[1,2-a]pyridin-6-yl]pyrazolo[3,4-d]pyrimidin-6-amine COC1=CC=C(C=C1)CN1N=C(C=2C1=NC(=NC2)NC=2C(=CC=1N(C2)C=CN1)C)C